1-[4-[[6-(5-hydroxy-4-prop-2-enoyl-2,3-dihydroquinoxalin-1-yl)-8-methyl-7-oxo-pyrido[2,3-d]pyrimidin-2-yl]amino]phenyl]-N-methyl-methanesulfonamide OC1=C2N(CCN(C2=CC=C1)C1=CC2=C(N=C(N=C2)NC2=CC=C(C=C2)CS(=O)(=O)NC)N(C1=O)C)C(C=C)=O